4-(3-(4-(4-hydroxybutoxy)phenyl)-4,4-dimethyl-5-oxo-2-thioxoimidazolidin-1-yl)-2-(trifluoromethyl)benzonitrile OCCCCOC1=CC=C(C=C1)N1C(N(C(C1(C)C)=O)C1=CC(=C(C#N)C=C1)C(F)(F)F)=S